1-[2-(2,5-dimethylphenyl) acetamido]-4-methoxycyclohexylformate CC1=C(C=C(C=C1)C)CC(=O)NC1(CCC(CC1)OC)C(=O)[O-]